4-[2-(4-butylphenyl)ethynyl]-3,5-difluoro-aniline C(CCC)C1=CC=C(C=C1)C#CC1=C(C=C(N)C=C1F)F